Cl.Cl.N[C@@H](CC(C)C)CS(=S)=S l-leucinethiol disulfide 2hcl